3-butyl-2-(1-ethyl-pentyl)oxazolidine tert-butyl-(4-chloro-5-(4,4-difluorocyclohexyl)pyridin-2-yl)carbamate C(C)(C)(C)N(C(O)=O)C1=NC=C(C(=C1)Cl)C1CCC(CC1)(F)F.C(CCC)N1C(OCC1)C(CCCC)CC